1'-methyl-6-(6-(1-methyl-1H-pyrazol-4-yl)-1H-pyrrolo[2,3-b]pyridin-3-yl)spiro[indene-1,4'-piperidin]-3(2H)-one CN1CCC2(CC1)CC(C1=CC=C(C=C12)C1=CNC2=NC(=CC=C21)C=2C=NN(C2)C)=O